NC1=C(C=CC=C1F)NC(C(C(=O)NC1=CC=C2C(=C1)NC(C21CCOCC1)=O)C1CCCCC1)=O N-(2-amino-3-fluorophenyl)-2-cyclohexyl-N'-(2-oxospiro[indoline-3,4'-tetrahydropyran]-6-yl)propanediamide